N-(5-(5-(azetidin-3-yloxy)benzo[d]oxazol-2-yl)-8-(methylamino)-2,7-naphthyridin-3-yl)cyclopropanecarboxamide N1CC(C1)OC=1C=CC2=C(N=C(O2)C2=C3C=C(N=CC3=C(N=C2)NC)NC(=O)C2CC2)C1